ON(C1=CC=C(C=C1)N)C1=CC=CC=C1 hydroxyphenyl-p-phenylenediamine